[Br-].C(C)[P+](C1=CC=CC=C1)(C1=CC=CC=C1)C1=CC=CC=C1 Ethyltriphenylphosphonium bromid